FC(C(=O)N1CC(C1)C1=CC=C(C=C1)C1(CC1)C(F)(F)F)CCC1=CN=NN1 2-Fluoro-4-(1H-triazol-5-yl)-1-[3-[4-[1-(trifluoromethyl)cyclopropyl]phenyl]azetidin-1-yl]butan-1-one